FC=1C(=NC(=CC1)NC=1SC=CN1)CC1(CC(N(CC1)C(=O)OC(C)(C)C)C)C(=O)OC 1-(tert-butyl) 4-methyl 4-((3-fluoro-6-(thiazol-2-ylamino) pyridin-2-yl) methyl)-2-methylpiperidine-1,4-biscarboxylate